tert-butyl N-(tert-butoxycarbonyl)-N-(4-[3-[(3-chloro-5-fluoro-2-methoxyphenyl)amino]-4-oxo-1H,5H,6H,7H-pyrrolo[3,2-c]pyridin-2-yl]pyrimidin-2-yl)carbamate C(C)(C)(C)OC(=O)N(C(OC(C)(C)C)=O)C1=NC=CC(=N1)C1=C(C=2C(NCCC2N1)=O)NC1=C(C(=CC(=C1)F)Cl)OC